2-((6-(isobutylamino)pyridin-3-yl)amino)-N-(4-phenylpyridin-3-yl)pyrimidine-4-carboxamide C(C(C)C)NC1=CC=C(C=N1)NC1=NC=CC(=N1)C(=O)NC=1C=NC=CC1C1=CC=CC=C1